C(C)N1N=C2N=C(C=NC2=C1)N[C@@H](C)C=1C=C(C=CC1)NC(=O)C1=COC=C1 (S)-N-(3-(1-((2-ethyl-2H-pyrazolo[3,4-b]pyrazin-6-yl)amino)ethyl)phenyl)furan-3-carboxamide